N-(1-cyanocyclopropyl)-N,5-dimethyl-2-[(2S)-2-(trifluoromethylsulfonylamino)propoxy]pyridine-4-carboxamide C(#N)C1(CC1)N(C(=O)C1=CC(=NC=C1C)OC[C@H](C)NS(=O)(=O)C(F)(F)F)C